1-{5-[(3R)-3-methylmorpholin-4-yl]-3-[1-(oxetan-2-yl)-1H-pyrazol-5-yl]-[1,2]thiazolo[4,5-b]pyridin-7-yl}cyclopentane-1-carbonitrile C[C@H]1N(CCOC1)C1=CC(=C2C(=N1)C(=NS2)C2=CC=NN2C2OCC2)C2(CCCC2)C#N